C(C1=CC=CC=C1)NC(N(C1=NC=C(C=C1)C=1C=NN(C1)C)[C@@H]1CC[C@H](CC1)NC1=NC=C(C(=N1)NC)C#N)=O 3-benzyl-1-(trans-4-((5-cyano-4-(methylamino)pyrimidin-2-yl)amino)cyclohexyl)-1-(5-(1-methyl-1H-pyrazol-4-yl)pyridin-2-yl)urea